OC1CC(C1)N1N=C2N=C(C=CC2=C1)C1=C(C=C(C=C1C)C(F)(F)F)O 2-(2-((1s,3s)-3-hydroxycyclobutyl)-2H-pyrazolo[3,4-b]pyridin-6-yl)-3-methyl-5-(trifluoromethyl)phenol